p-chlorobenzenesulfinic acid sodium salt [Na+].ClC1=CC=C(C=C1)S(=O)[O-]